CC1=CC=CC(=N1)C=1C=CC2=C(C=3CN(C(C3C=C2)=O)CC(C(=O)N)=C)C1 2-{[8-(6-methylpyridin-2-yl)-3-oxo-1H,2H,3H-benzo[e]isoindol-2-yl]methyl}prop-2-enamide